C(C)(C)(C)OC(CCC1=C(C(=NC=C1)C(C)C)NC(=O)NC(C1=C(N=C(C(=C1)F)Cl)Cl)=O)=O 3-(3-(2,6-dichloro-5-fluoronicotinoyl)ureido-2-isopropylpyridin-4-yl)propionic acid tert-butyl ester